C(C)(C)(C)OC(=O)N(CCN1C(N(C=C(C1=O)C1=C(C(=CC=C1)F)Cl)CC(=O)[O-])=O)C [3-[2-(tert-butoxycarbonyl-methyl-amino)-ethyl]-5-(2-chloro-3-fluoro-phenyl)-2,4-dioxo-3,4-dihydro-2H-pyrimidin-1-yl]-acetate